butane-1,2,3,4-tetracarboxylic acid C(C(C(CC(=O)O)C(=O)O)C(=O)O)C(=O)O